C(CC)S(=O)(=O)N propanesulfonic acid amide